The molecule is an imidazolidinone, a member of (trifluoromethyl)benzenes and a C-nitro compound. It has a role as an antineoplastic agent and an androgen antagonist. CC1(C(=O)N(C(=O)N1)C2=CC(=C(C=C2)[N+](=O)[O-])C(F)(F)F)C